4-[(3R)-3-(aminomethyl)piperidin-1-yl]-N1-[(3R)-pyrrolidin-3-yl]-3-(1H-tetrazol-5-yl)benzene-1,2-disulfonamide NC[C@@H]1CN(CCC1)C=1C(=C(C(=CC1)S(=O)(=O)N[C@H]1CNCC1)S(=O)(=O)N)C1=NN=NN1